ethyl 2-(1-(3-chlorophenyl)-5-(piperidine-1-carbonyl)-1H-benzo[d]imidazol-2-yl)acetate ClC=1C=C(C=CC1)N1C(=NC2=C1C=CC(=C2)C(=O)N2CCCCC2)CC(=O)OCC